O[C@@H]1C[C@H](CCC1)NC1=NC(=NC=C1C#N)NC1CCC(CC1)OC 4-((1s,3s)-3-hydroxycyclohexylamino)-2-((1r,4s)-4-methoxycyclohexylamino)pyrimidine-5-carbonitrile